iron tetrazolate N1N=NN=C1C(=O)[O-].[Fe+2].N1N=NN=C1C(=O)[O-]